C1(=CC=CC=C1)C(C[C@H]([C@@H]1OC2(OC1)CCCCC2)C2=CC=CC=C2)=O (S)-1,3-diphenyl-3-((S)-1,4-dioxaspiro[4.5]decan-2-yl)propan-1-one